NC1=CC=C(C2=CC=CC=C12)OCC1=CC(=NC=C1)NC1=NC=CN=C1 N-(4-(((4-aminonaphthalen-1-yl)oxy)methyl)pyridin-2-yl)pyrazin-2-amine